4-naphthylvalerolactone C1(=CC=CC2=CC=CC=C12)C1CCC(=O)OC1